CC(C)NCCCC N-(1-methylethyl)-1-butylamine